2-phenylbenzo[d]imidazole C1(=CC=CC=C1)C=1NC2=C(N1)C=CC=C2